(R)-4-((4-((4-(3-(dimethylamino)pyrrolidin-1-yl)-2-(dimethylphosphoryl)phenyl)amino)-5-(trifluoromethyl)pyrimidin-2-yl)amino)benzoic acid CN([C@H]1CN(CC1)C1=CC(=C(C=C1)NC1=NC(=NC=C1C(F)(F)F)NC1=CC=C(C(=O)O)C=C1)P(=O)(C)C)C